BrC=1C=C(C(=NC1)OCC1CCN(CC1)S(=O)(=O)C)C#N 5-bromo-2-[(1-methanesulfonylpiperidin-4-yl)methoxy]pyridine-3-carbonitrile